2-methoxy-5-[2-ethyl-6-[3-(trifluoromethyl)phenyl]imidazo[1,2-a]pyrazin-3-yl]phenol COC1=C(C=C(C=C1)C1=C(N=C2N1C=C(N=C2)C2=CC(=CC=C2)C(F)(F)F)CC)O